CSCC[C@@H](CC(=O)O)N The molecule is a beta-amino acid that is (3R)-3-aminopentanoic acid in which one of the terminal methyl hydrogens has been replaced by a methylsulfanyl group. It has a role as a Brassica napus metabolite. It is a beta-amino acid and a methyl sulfide.